ClCC1=NC2=C(N1CC1COCC1)C=C(C=C2)C(=O)OC methyl 2-(chloromethyl)-1-((tetrahydrofuran-3-yl) methyl)-1H-benzo[d]imidazole-6-carboxylate